C(C)OC[C@@H](C1=CC(=CC=C1)OC(F)(F)F)NC(CC(C(C)(C)C)O)=O N-((R)-2-ethoxy-1-(3-(trifluoromethoxy)phenyl)ethyl)-3-hydroxy-4,4-dimethylpentanamide